methyl 2-(((1r,4S)-4-(6-((4-chloro-2-fluorobenzofuran-7-yl) methoxy) pyridin-2-yl) cyclohexyl) methyl)-1-(((S)-oxetan-2-yl) methyl)-1H-benzo[d]imidazole-6-carboxylate ClC1=CC=C(C2=C1C=C(O2)F)COC2=CC=CC(=N2)C2CCC(CC2)CC2=NC1=C(N2C[C@H]2OCC2)C=C(C=C1)C(=O)OC